ClC=1C(=NC=CC1)OC[C@H]1CN([C@@H](CS1)C)C(=O)C1=C(C=CC=C1)N1N=CC=N1 (2R,5R)-2-{[(3-chloropyridin-2-yl)oxy]methyl}-5-methyl-4-{[2-(2H-1,2,3-triazol-2-yl)phenyl]carbonyl}thiomorpholine